(S)-(-)-2-hydroxy-3,3-dimethylbutyric acid CC(C)(C)[C@@H](C(=O)O)O